CC(CN1N=NC2=C1C=CC(=C2)C2=NC(=NO2)C=2N(C=CN2)C)(C)O 2-methyl-1-(5-[3-(1-methyl-1H-imidazol-2-yl)-1,2,4-oxadiazol-5-yl]-1H-1,2,3-benzotriazol-1-yl)propan-2-ol